NC1=NC=2C=CC(=CC2C2=C1COC2)C(=O)N(CC2=NC=C(C=C2)C#N)[C@@H](CC#N)C2CC2 4-amino-N-((1S)-2-cyano-1-cyclopropylethyl)-N-((5-cyano-2-pyridinyl)methyl)-1,3-dihydrofuro[3,4-c]quinoline-8-carboxamide